1,1'-((perfluoropropane-2,2-diyl)bis(4,1-phenylene))bis(2,2,2-trifluoroethan-1-one) dioxime FC(C(C(F)(F)F)(C1=CC=C(C=C1)C(C(F)(F)F)=NO)C1=CC=C(C=C1)C(C(F)(F)F)=NO)(F)F